(5S,8S)-N-(2-chloro-5-fluorobenzyl)-5-fluoro-8-hydroxy-5,6,7,8-tetra-hydroquinoline-5-carboxamide ClC1=C(CNC(=O)[C@]2(C=3C=CC=NC3[C@H](CC2)O)F)C=C(C=C1)F